C(CCCCCCCCCCC)SC(=S)SC(C(=O)OC)(C)C methyl 2-(dodecylmercaptothiocarbonylthio)-2-methylpropionate